3,3'-bis(2,4,6-triisopropylphenyl)-2,2'-bithiophene C(C)(C)C1=C(C(=CC(=C1)C(C)C)C(C)C)C1=C(SC=C1)C=1SC=CC1C1=C(C=C(C=C1C(C)C)C(C)C)C(C)C